2-(4-((6-Chloroquinoxalin-2-yl)amino)phenoxy)propanoic acid ClC=1C=C2N=CC(=NC2=CC1)NC1=CC=C(OC(C(=O)O)C)C=C1